BrC1=C(C=CC(=N1)CC=1C(=NC=2N(C1N)N=CN2)C)OC(F)F 6-{[6-bromo-5-(difluoromethoxy)pyridin-2-yl]methyl}-5-methyl-[1,2,4]triazolo[1,5-a]pyrimidin-7-amine